CC(C)C=1SC(=CC1NC(NS(N([C@H]1CN(CCC1)C)C=1C=NN(C1)C1CC1)(=O)=O)=O)C(C)C 3-[2,5-Bis(propan-2-yl)thiophen-3-yl]-1-[(1-cyclopropyl-1H-pyrazol-4-yl)-[(3R)-1-methylpiperidin-3-yl]sulfamoyl]urea